2-bromo-3-[2-(dimethylamino)ethyl]-1H-indole-4-carboxylic acid BrC=1NC=2C=CC=C(C2C1CCN(C)C)C(=O)O